eicosa-1,3,6,9-tetraene C=CC=CCC=CCC=CCCCCCCCCCC